N-((1-(cyclopropylamino)cyclopentyl)methyl)-4-((4-fluorophenyl)ethynyl)benzamide C1(CC1)NC1(CCCC1)CNC(C1=CC=C(C=C1)C#CC1=CC=C(C=C1)F)=O